(S)-5-(6-(tert-butylamino)-4-(difluoromethyl)pyridin-3-yl)-4-(2-methylpyrrolidine-1-carbonyl)Thiazole-2-carboxylic acid potassium salt [K+].C(C)(C)(C)NC1=CC(=C(C=N1)C1=C(N=C(S1)C(=O)[O-])C(=O)N1[C@H](CCC1)C)C(F)F